(1-phenylvinyl) phenyl telluride C1(=CC=CC=C1)[Te]C(=C)C1=CC=CC=C1